(S)-tert-butyl (4-(1-benzylaziridin-2-yl)butyl)carbamate C(C1=CC=CC=C1)[N@@]1C(C1)CCCCNC(OC(C)(C)C)=O